((3-iodo-2-(methyl-d3)propoxy-3,3-d2)methyl)benzene IC(C(COCC1=CC=CC=C1)C([2H])([2H])[2H])([2H])[2H]